5-(Difluoromethyl)pyrimidin FC(C=1C=NC=NC1)F